(3e,8z)-3,8-tetradecadienyl acetate C(C)(=O)OCC\C=C\CCC\C=C/CCCCC